ClC=1C=2N(C=CN1)C(=CN2)C=2C(=NN(C2)COC)C(F)(F)F 8-Chloro-3-(1-(methoxymethyl)-3-(trifluoromethyl)-1H-pyrazol-4-yl)imidazo[1,2-a]pyrazine